C(C1=CC=CC=C1)N1C2=CC=CC=C2C=2C=CN=C(C12)CNC1=NC=CC=2C3=CC=CC=C3N(C12)C N-[(9-benzyl-beta-carbolin-1-yl)methyl]-9-methyl-beta-carbolin-1-amine